C(C1=CC=CC=C1)C1(CC2(CN(C2)C(=O)OC(C)(C)C)C1)OC tert-butyl 6-benzyl-6-methoxy-2-azaspiro[3.3]heptane-2-carboxylate